2,3,6,7-tetrahydroxy-1,10-dimethyl-anthracene OC1=C(C2=CC3=CC(=C(C=C3C(=C2C=C1O)C)O)O)C